C(C#C)OC(=O)NCCCC[C@H](N)C(=O)O Nε-Propargyloxycarbonyl-L-lysine